C(C1=CC=CC=C1)OC1=CC(=NC=2C=CN=C(C12)C#N)C=1C(=NC=C(C1C)C(F)(F)F)OC1=C(C(=C(C=C1)F)F)C 4-benzyloxy-2-[2-(3,4-difluoro-2-methyl-phenoxy)-4-methyl-5-(trifluoromethyl)-3-pyridyl]-1,6-naphthyridine-5-carbonitrile